1-((trans)-4-((7-(hydroxymethyl)-7H-pyrrolo[2,3-d]pyrimidin-4-yl)(methyl)amino)cyclohexyl)-N-methylmethanesulfonamide OCN1C=CC2=C1N=CN=C2N([C@@H]2CC[C@H](CC2)CS(=O)(=O)NC)C